C(CCC)[Sn](OCCCC)CCCC dibutylbutyloxytin